tert-butyl (9-(8-((4-chloro-2-methyl-2H-indazol-5-yl)thio)imidazo[1,2-c]pyrimidin-5-yl)-3,9-diazaspiro[5.5]undec-1-yl)carbamate ClC=1C2=CN(N=C2C=CC1SC=1C=2N(C(=NC1)N1CCC3(CCNCC3NC(OC(C)(C)C)=O)CC1)C=CN2)C